FC=1C=C2C=C(NC2=CC1OCC1=CC(=NO1)C)CNC(OC)=O methyl ((5-fluoro-6-((3-methylisoxazol-5-yl)methoxy)-1H-indol-2-yl)methyl)carbamate